tert-butyl 3-[4-(3-chloro-2-fluoro-anilino)quinazolin-6-yl]pyrrolidine-1-carboxylate ClC=1C(=C(NC2=NC=NC3=CC=C(C=C23)C2CN(CC2)C(=O)OC(C)(C)C)C=CC1)F